ClC1=NC=C(C(=O)NC2=CC=C(C=C2)[C@@H]2CNCCC2)C=C1 |r| (RS)-6-Chloro-N-(4-piperidin-3-yl-phenyl)-nicotinamid